C(C1=CC=CC=C1)OC1=C(C=CC(=C1)Br)C=1C=2N(C(=NN1)S(=O)C)N=CC2 4-(2-benzyloxy-4-bromo-phenyl)-7-methylsulfinyl-pyrazolo[1,5-d][1,2,4]triazine